Cl.CC1([C@H]2CN([C@@H]([C@@H]12)C(=O)O)C([C@H]([C@H](CC)C)NC(C(F)(F)F)=O)=O)C (1R,2S,5S)-6,6-dimethyl-3-[(2S,3S)-3-methyl-2-[(2,2,2-trifluoroacetyl)amino]pentanoyl]-3-azabicyclo[3.1.0]hexane-2-carboxylic acid HCl